1-(4-(4-((3-(3-fluoro-4-methoxyphenyl)imidazo[1,2-a]pyrazin-8-yl)amino)-2-methylbenzoyl)piperazin-1-yl)-2-(methylamino)ethanone hydrochloride Cl.FC=1C=C(C=CC1OC)C1=CN=C2N1C=CN=C2NC2=CC(=C(C(=O)N1CCN(CC1)C(CNC)=O)C=C2)C